NCC(=O)N[C@@H]1[C@H](C[C@@](O[C@H]1[C@@H]([C@@H](CNC(CC1=CC=C(C=C1)Cl)=O)O)O)(C(=O)O)OCCCCCCOCC#C)O (2R,4S,5R,6R)-5-(2-aminoacetamido)-6-((1R,2R)-3-(2-(4-chlorophenyl)acetamido)-1,2-dihydroxypropyl)-4-hydroxy-2-((6-(prop-2-yn-1-yloxy)hexyl)oxy)tetrahydro-2H-pyran-2-carboxylic acid